N-((3R,5S)-1-(5-Chloro-4-(((S)-2-cyclopropyl-3,3-difluoro-7-methyl-6-oxo-1,2,3,4,6,7-hexahydro-[1,4]oxazepino[2,3-c]chinolin-10-yl)amino)pyrimidin-2-yl)-5-methylpiperidin-3-yl)acetamid ClC=1C(=NC(=NC1)N1C[C@@H](C[C@@H](C1)C)NC(C)=O)NC1=CC=2C3=C(C(N(C2C=C1)C)=O)OCC([C@@H](N3)C3CC3)(F)F